(3aR,7aS)-5-[5-(trifluoromethoxy)-2-pyridyl]-1,2,3,3a,4,6,7,7a-octahydropyrrolo[3,2-c]pyridine FC(OC=1C=CC(=NC1)N1C[C@@H]2[C@H](CC1)NCC2)(F)F